NC1=C(C=C(C=N1)NC(C(=O)N1[C@H](CC([C@@H](C1)C)(F)F)C1=CC(=C(C=C1)F)F)=O)C |r| rac-N-(6-amino-5-methylpyridin-3-yl)-2-((2R,5R)-2-(3,4-difluorophenyl)-4,4-difluoro-5-methylpiperidin-1-yl)-2-oxoacetamide